OC1=CC=C(C=C1)/C(=C(\CC)/C1=CC=CC=C1)/C1=CC=C(OCC2CCC(O2)CN2CCN(CC2)C=2C=C3CN(C(C3=CC2)=O)C2C(NC(CC2)=O)=O)C=C1 (Z)-3-(5-(4-((5-((4-(1-(4-hydroxyphenyl)-2-phenylbut-1-en-1-yl)phenoxy)methyl)tetrahydro-furan-2-yl)methyl)piperazin-1-yl)-1-oxoisoindolin-2-yl)piperidine-2,6-dione